(7-methoxypyrazolo[1,5-a]pyridin-3-yl)methanone COC1=CC=CC=2N1N=CC2C=O